[N+](=O)([O-])C=1C=CC(=C(C(=O)O)C1)N1N=CN=C1 5-nitro-2-(1H-1,2,4-triazol-1-yl)benzoic acid